4-((S)-3-amino-3-methylpyrrolidine-1-carbonyl)-N-(3-((R)-1-(4-methyl-4H-1,2,4-triazol-3-yl)propan-2-yl)phenyl)picolinamide N[C@@]1(CN(CC1)C(=O)C1=CC(=NC=C1)C(=O)NC1=CC(=CC=C1)[C@@H](CC1=NN=CN1C)C)C